ClC=1C(=NC=C(C(=O)OC)C1)N1CCOCC1 methyl 5-chloro-6-morpholinonicotinate